tert-butyl 6-((4-fluoro-2-(trifluoromethyl)phenyl)sulfonyl)-2,6-diazaspiro[3.3]heptane-2-carboxylate FC1=CC(=C(C=C1)S(=O)(=O)N1CC2(CN(C2)C(=O)OC(C)(C)C)C1)C(F)(F)F